ClC1=CC=C(C=C1)N1CCCN(S1(=O)=O)CC(=O)NC1C2CC3(CC(CC1C3)C2)C(=O)N 4-(2-(6-(4-chlorophenyl)-1,1-dioxido-1,2,6-thiadiazinan-2-yl)acetamido)adamantan-1-carboxamide